CN1N=CC2=CC(=CC=C12)C=1C=C2CN(CC2=CC1)C(=O)[C@H]1N(CCC1)C#N (S)-2-(5-(1-methyl-1H-indazol-5-yl)isoindoline-2-carbonyl)pyrrolidine-1-carbonitrile